FC(C1=NN=C(S1)NC(=O)C1=NN2C(C(N(CC2)CC2CCC(CC2)(F)F)=O)=C1C1CC1)F 3-Cyclopropyl-5-(4,4-difluorocyclohexylmethyl)-4-oxo-4,5,6,7-tetrahydropyrazolo[1,5-a]pyrazine-2-carboxylic acid (5-difluoromethyl-[1,3,4]thiadiazol-2-yl) amide